7-(cyclopentylamino)-5-(ethoxymethyl)-2-phenyl-1H-indole-3-carbonitrile C1(CCCC1)NC=1C=C(C=C2C(=C(NC12)C1=CC=CC=C1)C#N)COCC